C(C1=CC=CC=C1)OC(=O)N1CCC(CC1)OC(CCNC=1N=[N+](C2=C(N1)C=CC(=C2)Br)[O-])=O 3-((3-((1-(Benzyloxycarbonyl)piperidin-4-yl)oxy)-3-oxopropyl)amino)-7-bromo-benzo[e][1,2,4]triazine-1-Oxide